O=C1NC(CCC1C1=C(C=C(C2=C1CCO2)N2CC(C2)NC(=O)NC2=C(C=CC(=C2)OC(F)(F)F)F)F)=O 1-(1-(4-(2,6-dioxopiperidin-3-yl)-5-fluoro-2,3-dihydrobenzofuran-7-yl)azetidin-3-yl)-3-(2-fluoro-5-(trifluoromethoxy)phenyl)urea